C1(CCCC1)O[C@@H](CC=1SC(=C(N1)C(C(=O)O)C)C)[C@H](O)C1=CC(=C(C(=C1)OC)C)OC (2-((2S,3R)-2-(cyclopentyloxy)-3-(3,5-dimethoxy-4-methylphenyl)-3-hydroxypropyl)-5-methylthiazol-4-yl)propanoic acid